NC1CN(CCC1)C1=CC2=C(N=C(N=C2)NC=2C=NN(C2)CCO)N(C1=O)C 6-(3-amino-1-piperidyl)-2-[[1-(2-hydroxyethyl)pyrazol-4-yl]amino]-8-methyl-pyrido[2,3-d]pyrimidin-7-one